2-(4-(4-(2-(5-amino-8-(furan-2-yl)-2-oxothiazolo[5,4-e][1,2,4]triazolo[1,5-c]pyrimidin-3(2H)-yl)ethyl)piperazin-1-yl)-3-fluorophenoxy)acethydrazide NC1=NC2=C(C=3N1N=C(N3)C=3OC=CC3)SC(N2CCN2CCN(CC2)C2=C(C=C(OCC(=O)NN)C=C2)F)=O